1-(4-(5-(1-adamantyl)-2-1,3,4-oxadiazolyl)-1-piperidinyl)-3-(4-methylpiperidin-1-yl)-2-hydroxypropanol C12(CC3CC(CC(C1)C3)C2)C2=NN=C(O2)C2CCN(CC2)C(C(CN2CCC(CC2)C)O)O